3-(((2-methyl-6-(3-methyl-4-(((4-(pyridin-2-yl)pyrimidin-2-yl)amino)methyl)isoxazol-5-yl)pyridin-3-yl)oxy)methyl)cyclopentane-1-carboxylic acid CC1=NC(=CC=C1OCC1CC(CC1)C(=O)O)C1=C(C(=NO1)C)CNC1=NC=CC(=N1)C1=NC=CC=C1